CN1C(=CC2=CC=CC=C12)C(C(=O)O)=C 2-(N-methylindolyl)acrylic acid